FC(C)(F)C1=NN=C2N1CCNC2 3-(1,1-difluoroethyl)-5,6,7,8-tetrahydro-[1,2,4]triazolo[4,3-a]pyrazine